COC1=CC2=CC3=C(C(OC3)=O)C(=C2C=C1OC)C=1C=CC=C2C=C(N=CC12)OC 6,7-dimethoxy-9-(3-methoxyisoquinolin-8-yl)naphtho[2,3-c]furan-1(3H)-one